BrC1=CC=C(C(=O)C2=CC=C(C=C2)N(C2=CC=CC=C2)C2=CC=CC=C2)C=C1 4-bromo-4'-diphenylaminobenzophenone